C(=C)S(=O)(=O)C=C mono-vinyl sulfone